1-(2-hydroxyethyl)-3-((2-isopropoxyethyl)amino)-1H-pyrrole-2-carboxylic acid ethyl ester C(C)OC(=O)C=1N(C=CC1NCCOC(C)C)CCO